(S)-8-chloro-6-(((1-cyclopropyl-1H-1,2,3-triazol-4-yl)(2-methyl-1-oxo-1,2-dihydroisoquinolin-5-yl)methyl)amino)-4-(neopentylamino)quinoline-3-carbonitrile ClC=1C=C(C=C2C(=C(C=NC12)C#N)NCC(C)(C)C)N[C@@H](C1=C2C=CN(C(C2=CC=C1)=O)C)C=1N=NN(C1)C1CC1